C[C@]12/C(/C([C@H](CC1)C2)(C)C)=N\OCC(=O)O 2-(((E)-((1S,4R)-1,3,3-trimethylbicyclo[2.2.1]hept-2-ylidene)amino)oxy)acetic acid